methyl 5-bromo-3-methylthiophene-2-carboxylate BrC1=CC(=C(S1)C(=O)OC)C